(R)-2-amino-1-((R)-3-(4-amino-(4-phenoxyphenyl)-1H-pyrazolo[3,4-d]pyrimidin-1-yl)piperidin-1-yl)-3-(4-hydroxyphenyl)propan-1-one ethyl-3',5'-dibromo-[1,1'-biphenyl]-4-carboxylate C(C)OC(=O)C1=CC=C(C=C1)C1=CC(=CC(=C1)Br)Br.N[C@@H](C(=O)N1C[C@@H](CCC1)N1N=C(C=2C1=NC=NC2N)C2=CC=C(C=C2)OC2=CC=CC=C2)CC2=CC=C(C=C2)O